N-benzyl-2-(5-(4-(2-(1-hydroxycyclopropyl)ethoxy)phenyl)pyridin-2-yl)acetamide C(C1=CC=CC=C1)NC(CC1=NC=C(C=C1)C1=CC=C(C=C1)OCCC1(CC1)O)=O